FC(C1=NOC(=N1)C=1C(=NC(=NC1)NC=1C=C2CCC(NC2=CC1)=O)N[C@H](CO)C1=CC=CC=C1)F 6-[[5-[3-(difluoromethyl)-1,2,4-oxadiazol-5-yl]-4-[[(1S)-2-hydroxy-1-phenyl-ethyl]amino]pyrimidin-2-yl]amino]-3,4-dihydro-1H-quinolin-2-one